C(CCC)NC1CC2(CN(C2)C(=O)OC(C)(C)C)C1 tert-butyl 6-(butylamino)-2-azaspiro[3.3]heptane-2-carboxylate